C(C)(C)(C)C1=CC=C(C=C1)C=1C=C2CC(C(C2=CC1OC)NC(O[C@@H]1CN2CCC1CC2)=O)(C)C (S)-quinuclidin-3-yl (5-(4-(tert-butyl)phenyl)-6-methoxy-2,2-dimethyl-2,3-dihydro-1H-inden-1-yl)carbamat